The molecule is a terminal acetylenic compound that is but-1-yne substituted by a methyl group at position 3. It has a role as a metabolite. It is a terminal acetylenic compound and an alkyne. It derives from a hydride of a but-1-yne. CC(C)C#C